ClC=1C=C2C(=C3C1NC(NC31CCCCC1)=O)OC(=N2)C(C)C 5-chloro-2-(propan-2-yl)-7,8-dihydro-6H-spiro[[1,3]oxazolo[5,4-f]quinazoline-9,1'-cyclohexane]-7-one